2-O-(5,9,13,17-tetramethyloctadecanoyl)erythritol CC(CCCC(=O)O[C@@H](CO)[C@H](O)CO)CCCC(CCCC(CCCC(C)C)C)C